benzene-1,2,4-triol C=1(C(=CC(=CC1)O)O)O